(S)-4-((2-(tert-butoxy)ethyl)(4-(5,6,7,8-tetrahydro-1,8-naphthyridin-2-yl)butyl)amino)-2-(2-(difluoromethyl)nicotinamido)butanoic acid C(C)(C)(C)OCCN(CC[C@@H](C(=O)O)NC(C1=C(N=CC=C1)C(F)F)=O)CCCCC1=NC=2NCCCC2C=C1